2-(phenylsulfinyl)-1-(4-(5-(trifluoromethyl)-1,2,4-oxadiazol-3-yl)phenyl)ethan-1-one C1(=CC=CC=C1)S(=O)CC(=O)C1=CC=C(C=C1)C1=NOC(=N1)C(F)(F)F